tert-Butyl 3-(6-bromo-1-(cyclopropylmethyl)-1H-indol-2-yl)propiolate BrC1=CC=C2C=C(N(C2=C1)CC1CC1)C#CC(=O)OC(C)(C)C